5-ethyl-6-octyl-[1,2,4]Triazole C(C)C(CCCC)C(CC)C1=NNC=N1